1-Isopropyl-N'-((3-methyl-2-(trifluoromethyl)-6,7-dihydro-5H-cyclopenta[b]pyridin-4-yl)carbamoyl)-1H-pyrazole-3-sulfonimidamide C(C)(C)N1N=C(C=C1)S(=O)(N)=NC(NC1=C2C(=NC(=C1C)C(F)(F)F)CCC2)=O